C[NH+](CC)C N,N-dimethylethane-1-aminium